4-(5-(3,5-dichlorophenyl)-5-(trifluoromethyl)-4,5-dihydro-isoxazol-3-yl)-2-methyl-benzoic acid ClC=1C=C(C=C(C1)Cl)C1(CC(=NO1)C1=CC(=C(C(=O)O)C=C1)C)C(F)(F)F